O[C@H]1CCNC1 (3S,4S)-4-hydroxypyrrolidin